C(C)(=O)[O-].C(CCCC)[NH+]1C(CCC1)CCC 1-Pentyl-2-propylpyrrolidinium acetat